FC1(CN[C@@H]2[C@H]1N(CC2)C(C(=O)OC(C)(C)C)C)F tert-Butyl 2-((cis)-6,6-difluorohexahydropyrrolo[3,2-b]pyrrol-1(2H)-yl)propanoate